[N]1C(COCC1)=O 4λ2-morpholin-3-one